N-(7-methoxy-2,3-diphenyl-6-(quinolin-6-yl)pyrazolo[1,5-a]pyrimidin-5-yl)isoxazol-3-amine COC1=C(C(=NC=2N1N=C(C2C2=CC=CC=C2)C2=CC=CC=C2)NC2=NOC=C2)C=2C=C1C=CC=NC1=CC2